ClC=1C(=CC(=NC1)NC(N[C@H]1C[C@H](CCC1)C(=O)NC)=O)C1=C2N(N=C1)CC(C2O)(C)C (1S,3R)-3-(3-(5-chloro-4-(4-hydroxy-5,5-dimethyl-5,6-dihydro-4H-pyrrolo[1,2-b]pyrazol-3-yl)pyridin-2-yl)ureido)-N-methylcyclohexane-1-carboxamide